C(C)C=1C=C(C=CC1CO)C(/C=C/C1=CC=C(O1)C=1C=CC(=C(C(=O)O)C1)O)=O (E)-5-(5-(3-(3-Ethyl-4-(hydroxymethyl)phenyl)-3-oxoprop-1-en-1-yl)furan-2-yl)-2-hydroxybenzoic acid